(R)-N-(4-(ethylamino)butan-2-yl)-5-(4-(trifluoromethyl)phenoxy)-2-naphthamide C(C)NCC[C@@H](C)NC(=O)C1=CC2=CC=CC(=C2C=C1)OC1=CC=C(C=C1)C(F)(F)F